CN(C)CCCN 3-(N,N'-dimethylamino)propylamine